di(dioctyl-oxyphosphoryl)ethylene C(CCCCCCC)OP(=O)(OCCCCCCCC)C=CP(=O)(OCCCCCCCC)OCCCCCCCC